sodium ((1R,5S,6S)-3-(2-((S)-2-methylazetidin-1-yl)-6-(trifluoromethyl)pyrimidin-4-yl)-3-azabicyclo[3.1.0]hexan-6-yl)methanesulfinate C[C@@H]1N(CC1)C1=NC(=CC(=N1)N1C[C@H]2C([C@H]2C1)CS(=O)[O-])C(F)(F)F.[Na+]